4-(benzyloxy)-3-(5-(1-((2-(trimethylsilyl)ethoxy)methyl)-1H-1,2,4-triazol-5-yl)pyridin-3-yl)phenol C(C1=CC=CC=C1)OC1=C(C=C(C=C1)O)C=1C=NC=C(C1)C1=NC=NN1COCC[Si](C)(C)C